(R)-6-chloro-2-(5-(1,2-dimeth-oxyethyl)-1H-1,2,4-triazol-3-yl)-5-methoxy-1-methyl-3-(1H-pyrazol-4-yl)-1H-pyrrolo[3,2-b]pyridine ClC=1C=C2C(=NC1OC)C(=C(N2C)C2=NNC(=N2)[C@H](COC)OC)C=2C=NNC2